[4-[(E)-3-[2-(2,4-diaminophenyl)ethoxy]-3-oxo-prop-1-enyl]phenyl] 4-(4,4,4-trifluorobutoxy)benzoate FC(CCCOC1=CC=C(C(=O)OC2=CC=C(C=C2)\C=C\C(=O)OCCC2=C(C=C(C=C2)N)N)C=C1)(F)F